BrC1=C(C(=C(C(=C1CCCCCCCCCCBr)C)O)OC)OC bromo-5-(10-bromodecyl)-2,3-dimethoxy-6-methyl-phenol